ethyl (2R)-2-[2-[4-([3-[(tert-butoxycarbonyl)amino]pyridin-2-yl]methoxy)cyclohexyl]phenoxy]propanoate C(C)(C)(C)OC(=O)NC=1C(=NC=CC1)COC1CCC(CC1)C1=C(O[C@@H](C(=O)OCC)C)C=CC=C1